(1S,2S)-N-[7-chloro-6-[4-((3S,4S)-4-hydroxy-3-methyl-tetrahydrofuran-3-yl)piperazin-1-yl]-3-isoquinolinyl]-2-(2-isopropylpyrazol-3-yl)cyclopropanecarboxamide ClC1=C(C=C2C=C(N=CC2=C1)NC(=O)[C@@H]1[C@H](C1)C=1N(N=CC1)C(C)C)N1CCN(CC1)[C@]1(COC[C@H]1O)C